4-((6-(4-(azetidin-3-yl)piperidin-1-yl)-[1,2,4]triazolo[1,5-a]pyridin-2-yl)amino)-6-(cyclopropanecarboxamido)-N-methylpyridazine-3-carboxamide N1CC(C1)C1CCN(CC1)C=1C=CC=2N(C1)N=C(N2)NC2=C(N=NC(=C2)NC(=O)C2CC2)C(=O)NC